FC1=C(CN2C(N(C(C3=CC=C(C=C23)C(=O)NCC2=C(C=C(C=C2F)F)F)C)C)=O)C=C(C=C1)O 1-(2-fluoro-5-hydroxybenzyl)-3,4-dimethyl-2-oxo-N-(2,4,6-trifluorobenzyl)-1,2,3,4-tetrahydro-quinazoline-7-carboxamide